FC=1C(=C(C=C(C1F)[N+](=O)[O-])[C@H]1[C@@H](O[C@]([C@H]1C)(C(F)(F)F)C)C=1NC(=CC(C1)=O)C)OC 2-((2R,3S,4S,5R)-3-(3,4-difluoro-2-methoxy-5-nitrophenyl)-4,5-dimethyl-5-(trifluoromethyl)tetrahydrofuran-2-yl)-6-methylpyridin-4(1H)-one